2,6-dihydroxy-N-(4-methoxyphenyl)-3'-methyl-4-pentyl-[1,1'-biphenyl]-3-carboxamide OC1=C(C(=CC(=C1C(=O)NC1=CC=C(C=C1)OC)CCCCC)O)C1=CC(=CC=C1)C